Ethylenediaminetetraacetic acid iron sodium salt [Na+].[Fe+2].C(CN(CC(=O)[O-])CC(=O)[O-])N(CC(=O)O)CC(=O)[O-]